CN(C(CCCCCSS(=O)(=O)C)=O)C(CC(=O)[O-])C=O 3-(N-methyl-6-(methylsulfonylthio)hexanamido)-4-oxobutanoate